CN1C=C(C2=CC(=CC=C12)C)C1=NC(=NC=C1C(F)(F)F)NC=1C=CC(=C(C1)NC(C)=O)N(C)CCN(C)C N-(5-((4-(1,5-dimethyl-1H-indol-3-yl)-5-(trifluoromethyl)pyrimidin-2-yl)amino)-2-((2-(dimethylamino)ethyl)(methyl)amino)phenyl)acetamide